C1=CC=CC=2C3=C(NC12)C1=C(S3)C=CC=C1 10H-benzo[4,5]thieno[3,2-b]indole